C(C)(C)(C)OC(=O)N([C@H](C(=O)O)CC(=O)OC)C (S)-2-((tert-Butoxycarbonyl)(methyl)amino)-4-methoxy-4-oxobutanoic acid